COC1=C(C=CC=C1)S(=O)(=O)OC1=CC=C(C=C1)NC(NC1=CC=C(C=C1)OS(=O)(=O)C1=C(C=CC=C1)OC)=O bis-[4-(o-methoxyphenylsulphonyloxy)phenyl]urea